1-(m-chlorophenylthio)-2-naphthol ClC=1C=C(C=CC1)SC1=C(C=CC2=CC=CC=C12)O